(3R,4R)-4-((3-cyclopropyl-7-((3-fluorophenyl)amino)pyrazolo[1,5-a]pyrimidin-5-yl)aminomethyl)piperidin-3-ol C1(CC1)C=1C=NN2C1N=C(C=C2NC2=CC(=CC=C2)F)NC[C@@H]2[C@H](CNCC2)O